(1SR,3SR)-3-isopropyl-1-vinylcyclopentan-1-ol C(C)(C)[C@@H]1C[C@](CC1)(O)C=C |r|